n-ethyl-2,6-dimethoxy-4-[5-(1-methylpyrazol-4-yl)benzimidazol-1-yl]benzamide tert-butyl-(2R,5S)-5-(4-chlorobenzyl)-2-(methylcarbamoyl)morpholine-4-carboxylate C(C)(C)(C)OC(=O)N1C[C@@H](OC[C@@H]1CC1=CC=C(C=C1)Cl)C(NC)=O.C(C)NC(C1=C(C=C(C=C1OC)N1C=NC2=C1C=CC(=C2)C=2C=NN(C2)C)OC)=O